(4-butylcyclohexyl)cyclopropyl fumarate C(\C=C\C(=O)[O-])(=O)OC1(CC1)C1CCC(CC1)CCCC